CC1(C2=CC=CC=C2C2=C1C=CC=1NC3=CC=CC=C3C21)C 8,8-dimethyl-5,8-dihydroindeno[2,1-c]carbazole